4-({[1-(2-Fluorobenzoyl)-3-{1-[(3-hydroxypyrrolidin-1-yl)sulfonyl]-6-oxo-4-(trifluoromethyl)piperidin-3-yl}-4-methyl-1H-pyrazol-5-yl]amino}methyl)benzol FC1=C(C(=O)N2N=C(C(=C2NCC2=CC=CC=C2)C)C2CN(C(CC2C(F)(F)F)=O)S(=O)(=O)N2CC(CC2)O)C=CC=C1